NC(C([C@@H](C[C@@H]1C(NCC1)=O)NC([C@@H](CC(C)C)NC(=O)C1(C2=CC=CC=C2C=2C=CC=CC12)O)=O)=O)=O N-((R)-1-(((R)-4-amino-3,4-dioxo-1-((R)-2-oxopyrrolidin-3-yl)butan-2-yl)amino)-4-methyl-1-oxopentan-2-yl)-9-hydroxy-9H-fluorene-9-carboxamide